tert-butyl (12aR)-10-chloro-9-(2-fluoro-6-hydroxyphenyl)-7-(1H-pyrazol-1-yl)-3,4,12,12a-tetrahydro-6H-pyrazino[2,1-c][1,4]benzoxazepine-2(1H)-carboxylate ClC1=C(C=C(C=2CN3[C@@H](COC21)CN(CC3)C(=O)OC(C)(C)C)N3N=CC=C3)C3=C(C=CC=C3O)F